COC1=C(C=C2C(=NC=NC2=C1)NC1=C(C=CC(=C1)C1=CN=CO1)OC)OC1CCNCC1 4-((7-methoxy-4-((2-methoxy-5-(oxazol-5-yl)phenyl)amino)quinazolin-6-yl)oxy)piperidin